O1C(C=CC1)C=1C=C2C(=NC1)N=C(S2)NC(C2=CN=C(C=C2C2=C(C=CC=C2)OC)C)=O N-(6-(2,5-dihydrofuran-2-yl)thiazolo[4,5-b]pyridin-2-yl)-4-(2-methoxyphenyl)-6-methylnicotinamide